[Al].N1=CC=CC=2C=CCC(C12)=O.N1=CC=CC=2C=CCC(C12)=O.N1=CC=CC=2C=CCC(C12)=O tris(8-quinolinone) aluminum